CN1N=C(C=C1)CC#C 1-Methyl-3-(prop-2-ynyl)-1H-pyrazole